ClC=1N(C(=C(N1)C1=CC=C(C=C1)F)C1=CC=NC=C1)CC(=O)N1CCC2(CN(C2)CC)CC1 2-[2-chloro-4-(4-fluorophenyl)-5-(pyridin-4-yl)-1H-imidazol-1-yl]-1-{2-ethyl-2,7-diazaspiro[3.5]nonan-7-yl}ethan-1-one